rac-(2R)-2-[[4-(4-fluoro-2,6-dimethyl-phenyl)-7-quinolyl]oxy]-1-[3-(1-hydroxycyclopropyl)-1-piperidyl]propan-1-one FC1=CC(=C(C(=C1)C)C1=CC=NC2=CC(=CC=C12)O[C@@H](C(=O)N1CC(CCC1)C1(CC1)O)C)C |r|